2,3,4,5-tetrahydropyrido[2,3-f][1,4]thiazepine-1,1-dioxide S1(CCNCC2=C1C=CC=N2)(=O)=O